OC1=C(C=CC2=CC=CC=C12)CNCCC1=C(C=C(C(=C1)OC)I)OC N-[(1-hydroxynaphthalen-2-yl)methyl]-1-(2,5-dimethoxy-4-iodophenyl)-2-aminoethane